tert-butyl (S)-2-(2-(((benzyloxy)carbonyl)amino)ethyl)pyrrolidine-1-carboxylate C(C1=CC=CC=C1)OC(=O)NCC[C@H]1N(CCC1)C(=O)OC(C)(C)C